2,5-diisopropyl-2H-pyrazole-3-carboxylic acid ethyl ester C(C)OC(=O)C=1N(N=C(C1)C(C)C)C(C)C